C1=CC=C2C=CC=CC2=C1 2-Naphthalene